8-(4-Fluorophenylethyl)-6,6a,7,8,9,10-Hexahydropyrazino[1,2-a]Thieno[4,3,2-De]Quinoline FC1=CC=C(C=C1)CCN1CC2N(C=3C=CC=C4C3C(C2)=CS4)CC1